COC=1C=C(/C=C/C2=CC=C(OCC(COC(COCC(CO)(CO)C)COCC(CO)(CO)C)(CO)CO)C=C2)C=C(C1)OC (E)-2,2'-(((2-(3-(4-(3,5-dimethoxystyryl)phenoxy)-2,2-bis(hydroxymethyl)propoxy)propane-1,3-diyl)bis(oxy))bis(methylene))bis(2-methylpropane-1,3-diol)